2-[6-[3-(5-fluoro-6-methyl-2-pyridyl)-1H-pyrazol-4-yl]-1,5-naphthyridin-3-yl]-1,4,5,6,7,8-hexahydroimidazo[4,5-d]azepine FC=1C=CC(=NC1C)C1=NNC=C1C=1N=C2C=C(C=NC2=CC1)C1=NC2=C(CCNCC2)N1